(S)-N-(4-chloro-3-methylphenyl)-N,1-dimethyl-5-(6-methyl-4-(trifluoromethyl)pyridin-2-yl)-1,4,5,6-tetrahydropyrrolo[3,4-c]pyrrole-4-carboxamide ClC1=C(C=C(C=C1)N(C(=O)C1C2=C(CN1C1=NC(=CC(=C1)C(F)(F)F)C)[C@@H](N=C2)C)C)C